tert-butyl 5-[5-(1-ethyl-4,6-dihydropyrrolo[3,4-c]pyrazole-5-carbonyl)-4-fluoro-7-(4,4,5,5-tetramethyl-1,3,2-dioxaborolan-2-yl)-1H-indol-2-yl]-3,6-dihydro-2H-pyridine-1-carboxylate C(C)N1N=CC2=C1CN(C2)C(=O)C=2C(=C1C=C(NC1=C(C2)B2OC(C(O2)(C)C)(C)C)C2=CCCN(C2)C(=O)OC(C)(C)C)F